4,4'-diiodobenzophenone IC1=CC=C(C(=O)C2=CC=C(C=C2)I)C=C1